CC1(C2=CC=CC=C2C=2C=CC(=CC12)N(C1=CC2=C(OC3=C2C=CC=C3)C=C1)C1=CC3=C(C=C1)C1=CC=CC=C1C31CC(C3=C(C=CC(=C13)C)C)(C)C)C N-(9,9-dimethyl-9H-fluoren-2-yl)-N-(3',3',4',7'-tetramethyl-2',3'-dihydrospiro[fluorene-9,1'-inden]-2-yl)dibenzo[b,d]furan-2-amine